2-(3-bromo-4-methylphenyl)-8-chloropyrido[3,4-d]Pyrimidine BrC=1C=C(C=CC1C)C=1N=CC2=C(N1)C(=NC=C2)Cl